N(=O)N(O)C1=CC=CC=C1.[Al] aluminum nitrosophenyl-hydroxylamine salt